FC1(CCN(CC1)CC1CC2(CN(C2)C(=O)N2CC(CC2)C2=NN=CN2)C1)F [6-[(4,4-Difluoro-1-piperidyl)methyl]-2-azaspiro[3.3]heptan-2-yl]-[3-(4H-1,2,4-triazol-3-yl)pyrrolidin-1-yl]methanone